C1(CC1)C=1N=NN(C1)[C@H](C(=O)N1[C@@H](C[C@H](C1)O)C(=O)NCC1=CN=C(S1)N1CCOCC1)C(C)(C)C (2S,4R)-1-[(2S)-2-(4-cyclopropyltriazol-1-yl)-3,3-dimethyl-butanoyl]-4-hydroxy-N-[(2-morpholinothiazol-5-yl)methyl]pyrrolidine-2-carboxamide